ClC=1C=C(C=CC1F)C(C=1NC(=C(N1)S(=O)(=O)C)C)OCC1C(C1)C(F)F 2-((3-chloro-4-fluorophenyl)((2-(difluoromethyl)cyclopropyl)methoxy)methyl)-5-methyl-4-(methylsulfonyl)-1H-imidazole